methyl N-[5-[6-[5-(4-fluorophenyl)-1,3-dimethyl-pyrazol-4-yl]imidazo[1,2-a]pyridin-3-yl]-2-pyridyl]carbamate FC1=CC=C(C=C1)C1=C(C(=NN1C)C)C=1C=CC=2N(C1)C(=CN2)C=2C=CC(=NC2)NC(OC)=O